BrC1=CC=C(C=C1)C(C)(C)N1CCC(CC1)=O 1-[1-(4-bromophenyl)-1-methyl-ethyl]piperidin-4-one